FC=1C(=C(C=C(C1S(NC=1N=CSC1)(=O)=O)F)N[C@@H]1CN(CC1)C(=O)OC(C)(C)C)C tert-butyl (S)-3-((3,5-difluoro-2-methyl-4-(N-(thiazol-4-yl)sulfamoyl)phenyl)amino)pyrrolidine-1-carboxylate